6-(1-cyclopropyl-1H-pyrazol-3-yl)-3-(6-fluoropyridin-3-yl)-2-(4-(4-methyl-4H-1,2,4-triazol-3-yl)piperidin-1-yl)benzonitrile C1(CC1)N1N=C(C=C1)C1=CC=C(C(=C1C#N)N1CCC(CC1)C1=NN=CN1C)C=1C=NC(=CC1)F